3-(4-((4-(2-((S)-4-(4-chlorophenyl)-2,3,9-trimethyl-6H-thieno[3,2-f][1,2,4]triazolo[4,3-a][1,4]diazepin-6-yl)ethyl)piperazin-1-yl)methyl)-2-fluorophenyl)piperidine-2,6-dione ClC1=CC=C(C=C1)C1=N[C@H](C=2N(C3=C1C(=C(S3)C)C)C(=NN2)C)CCN2CCN(CC2)CC2=CC(=C(C=C2)C2C(NC(CC2)=O)=O)F